butaneamine C(CCC)N